[N+](=O)([O-])C1=C(C=C2C(C(CCC2)=CC2=C(C=CC=C2)[N+](=O)[O-])=O)C=CC=C1 2,6-di(2-nitrobenzylidene)cyclohexanone